5-[4-[bis[(2,4-dimethoxyphenyl)methyl]amino]-2-(ethoxymethyl)-1,6-dimethyl-imidazo[4,5-c]pyridin-7-yl]sulfanyl-2-[(dimethylamino)methyl]phenol COC1=C(C=CC(=C1)OC)CN(C1=NC(=C(C2=C1N=C(N2C)COCC)SC=2C=CC(=C(C2)O)CN(C)C)C)CC2=C(C=C(C=C2)OC)OC